C(C=C)N(S(=O)(=O)C1=CC=C(C=C1)NC(=O)NS(=O)(=O)C1=CC=C(C=C1)C)CC=C N,N-diallyl-4-[[[[(4-methylphenyl)sulfonyl]amino]carbonyl]amino]-benzenesulfonamide